F[As-](F)(F)(F)(F)F.[Li+5].OC1=C(C=C(C=C1)C)N1N=C2C(=N1)C=CC=C2.F[As-](F)(F)(F)(F)F.F[As-](F)(F)(F)(F)F.F[As-](F)(F)(F)(F)F.F[As-](F)(F)(F)(F)F 2-(2-hydroxy-5-methylphenyl)2H-benzotriazole lithium(V) hexafluoroarsenate